NC1=C2N(C(N(C2=NC=N1)C1CCN(CC1)C1CCNCC1)=O)C1=CC=C(C=C1)Br 6-amino-9-{[1,4'-bipiperidin]-4-yl}-7-(4-bromophenyl)purin-8-one